ClC1=CC(=C(OCC2=CC=CC(=N2)OC2=CC(=C(C=C2)CC2=NC3=C(N2C[C@H]2OCC2)C=C(C=C3)C(=O)O)F)C=C1)F 2-{[4-({6-[(4-chloro-2-fluorophenoxy)methyl]pyridin-2-yl}oxy)-2-fluorophenyl]methyl}-1-{[(2S)-oxetan-2-yl]methyl}-1H-1,3-benzodiazole-6-carboxylic acid